C(C)N1C2=CC=CC=C2C=2C=C(C=CC12)C1(OC(=O)C2=CC(=CC=C12)N(C)C)C=1C=CC=2N(C3=CC=CC=C3C2C1)CC 3,3-bis(9-ethylcarbazole-3-yl)-6-dimethylaminophthalide